((1R,2R,4S)-4-phenyl-2-(pyridin-2-yl)bicyclo[2.1.1]hexan-1-yl)(m-tolyl)methanone C1(=CC=CC=C1)C12C[C@H](C(C1)(C2)C(=O)C=2C=C(C=CC2)C)C2=NC=CC=C2